(R)-3-hydroxy-2-phenylpropanoate OC[C@H](C(=O)[O-])C1=CC=CC=C1